BrC1=CC2=C(NC(C(CN2)CC(=O)N)=O)N=C1 (8-bromo-4-oxo-2,3,4,5-tetrahydro-1H-pyrido[2,3-b][1,4]diazepine-3-Yl)acetamide